1-(4-((4-((3-chloro-2-fluoro-4-((1-(5-fluoro-6-methylpyridin-3-yl)-1H-pyrazol-3-yl)oxy)phenyl)amino)-7-methoxyquinazolin-6-yl)amino)piperidin-1-yl)prop-2-en-1-one ClC=1C(=C(C=CC1OC1=NN(C=C1)C=1C=NC(=C(C1)F)C)NC1=NC=NC2=CC(=C(C=C12)NC1CCN(CC1)C(C=C)=O)OC)F